FC=1C=C(C=NC1NCC(F)(F)F)N1N=NC(=C1)C(=O)OC methyl 1-[5-fluoro-6-[(2,2,2-trifluoroethyl)amino]pyridin-3-yl]-1,2,3-triazole-4-carboxylate